3-amino-N-(2-{3-amino-4-[(1-methoxypropan-2-yl)oxy]pyrrolidin-1-yl}-3-fluoro-5,6,7,8-tetrahydroquinolin-6-yl)-6-methylthieno[2,3-b]pyridine-2-carboxamide NC1=C(SC2=NC(=CC=C21)C)C(=O)NC2CC=1C=C(C(=NC1CC2)N2CC(C(C2)OC(COC)C)N)F